OCC(NCC(CS(=O)(=O)O)O)(CO)CO (3-[N-tris(hydroxymethyl)methylamino])-2-hydroxy-propanesulfonic acid